ClC=1C=C2C(=C(N(C2=CC1)CC(C(=O)N)(C)C)C1=CC=CC=C1)/C(=C/CC1=CC=CC=C1)/F (Z)-3-(5-Chloro-3-(1-fluoro-3-phenylprop-1-en-1-yl)-2-phenyl-1H-indol-1-yl)-2,2-dimethylpropanamide